tert-butyl (5-bromo-7-chlorobenzo[d]oxazol-2-yl)methylcarbamate BrC=1C=C(C2=C(N=C(O2)CNC(OC(C)(C)C)=O)C1)Cl